C1(=CC=CC=C1)C1=NN=NN1 5-phenyl-1,2,3,4-tetrazole